4-{[6-(5-chloro-2-fluorophenyl)pyridazin-4-yl]amino}-quinolin-7-yl 4-[2-(dimethyl-amino)ethyl]piperazine-1-carboxylate CN(CCN1CCN(CC1)C(=O)OC1=CC=C2C(=CC=NC2=C1)NC1=CN=NC(=C1)C1=C(C=CC(=C1)Cl)F)C